FC(C(CCS(=O)(=O)C)C=1C=CC(=NC1)N1N=CC(=C1)N1C(NC2=NC=CC=C21)=O)(F)F (1-(5-(1,1,1-trifluoro-4-(methylsulfonyl)butan-2-yl)pyridin-2-yl)-1H-pyrazol-4-yl)-1H-imidazo[4,5-b]pyridin-2(3H)-one